N1=NNC2=NC(=CC=C21)C=2C=C(C(=O)NC1=CC(=C(C=C1)COCC1=CC=CC=C1)F)C=CC2 3-(3H-[1,2,3]triazolo[4,5-b]pyridin-5-yl)-N-(4-((benzyloxy)methyl)-3-fluorophenyl)benzamide